C(C)OC(=O)C1=C(N=C(N1)[C@H]1N(CCCC1)C(=O)OC(C)(C)C)C1=CC=C(C=C1)C(NC1=NC=CC(=C1)C(F)(F)F)=O tert-butyl (S)-2-(5-(ethoxycarbonyl)-4-(4-((4-(trifluoromethyl)pyridin-2-yl)carbamoyl)phenyl)-1H-imidazol-2-yl)piperidine-1-carboxylate